1-(4-((1R,2S)-4,4-difluoro-6-hydroxy-2-(phenyl-d5)-1,2,3,4-tetrahydronaphthalen-1-yl)phenyl)piperidine-4-carbaldehyde FC1(C[C@@H]([C@@H](C2=CC=C(C=C12)O)C1=CC=C(C=C1)N1CCC(CC1)C=O)C1=C(C(=C(C(=C1[2H])[2H])[2H])[2H])[2H])F